C(C)N(S(=O)(=O)NC=1C(=C(C(=O)C2=CNC3=NC=C(C=C32)C=3C=CC(=NC3)N3CCN(CC3)C(=O)OC(C)(C)C)C(=CC1)F)F)C tert-butyl 4-[5-[3-[3-[[ethyl (methyl)sulfamoyl]amino]-2,6-difluoro-benzoyl]-1H-pyrrolo[2,3-b]pyridin-5-yl]-2-pyridyl]piperazine-1-carboxylate